COC=1C(=C(C(=O)N)C=CC1)[N+](=O)[O-] 3-methoxy-2-nitrobenzamide